4-(Trifluoromethoxy)anilin FC(OC1=CC=C(N)C=C1)(F)F